ClC1=C(C=CC=C1)C=1C(=C(C=CC1N)N)F (2-chlorophenyl)-2-fluorobenzene-1,4-diamine